NC1CCN(CC1)C1=NC(=C(C=2N1C=CN2)C=2C=NC(=CC2)OC)C2=CC(=C(C#N)C=C2)F 4-(5-(4-aminopiperidin-1-yl)-8-(6-methoxypyridin-3-yl)imidazolo[1,2-c]pyrimidin-7-yl)-2-fluorobenzonitrile